The molecule is a HETE having a (9S)-hydroxy group and (5Z)-, (7E)-, (11Z)- and (14Z)-double bonds. It derives from an icosa-5,7,11,14-tetraenoic acid. CCCCC/C=C\\C/C=C\\C[C@@H](/C=C/C=C\\CCCC(=O)O)O